1-aminonaphthalene-3,8-disulphonic acid NC1=CC(=CC2=CC=CC(=C12)S(=O)(=O)O)S(=O)(=O)O